ClC1=C(C=C(C(=C1)Cl)OCCCN(CC#C)C)O 2,4-Dichloro-5-(3-(methyl(prop-2-yn-1-yl)amino)propoxy)phenol